C(C)(=O)C1=C(N(C(=C1)\C=C\CN1C(=NC=C1)C)C1=CC=C(C#N)C=C1)C (E)-4-(3-acetyl-2-methyl-5-(3-(2-methyl-1H-imidazol-1-yl)prop-1-en-1-yl)-1H-pyrrol-1-yl)benzonitrile